CC=1C=C2C(=NC1N)OCC2 5-methyl-2,3-dihydrofuro[2,3-b]pyridin-6-amine